(1R,3S)-3-(3-{[(6-methylpyridin-3-yl)acetyl]amino}-1H-pyrazol-5-yl)cyclopentyl ethylcarbamate C(C)NC(O[C@H]1C[C@H](CC1)C1=CC(=NN1)NC(CC=1C=NC(=CC1)C)=O)=O